(E)-ethyl 4-(3-chloro-5-methoxy-4-(3-(pyridin-4-yl)acryloyloxy)phenyl)-6-methyl-2-thioxo-1,2,3,4-tetrahydropyrimidine-5-carboxylate ClC=1C=C(C=C(C1OC(\C=C\C1=CC=NC=C1)=O)OC)C1NC(NC(=C1C(=O)OCC)C)=S